NC=1C(=CC2=C(CC(O2)(C)C)C1)N1CCN(CC1)CC(=O)N 2-(4-(5-amino-2,2-dimethyl-2,3-dihydrobenzofuran-6-yl)piperazin-1-yl)acetamide